4-methyl-N-[2-[[4-(4-piperidylmethoxy)phenoxy]methyl]phenyl]thieno[3,2-b]pyrrole-5-carboxamide CN1C2=C(C=C1C(=O)NC1=C(C=CC=C1)COC1=CC=C(C=C1)OCC1CCNCC1)SC=C2